C(C1=CC=CC=C1)OC1=C(C=C(C=C1)O)C=1C=NC=C(C(=O)/N=C/N(C)C)C1 (E)-5-(2-(benzyloxy)-5-hydroxyphenyl)-N-((dimethylamino)methylene)nicotinamide